BrC1=CC=C(C2=C1N=CO2)OC 4-bromo-7-methoxybenzo[d]oxazole